4-(4-chlorophenoxy)-2-(trifluoromethylphenyl)-1-(1,2,4-triazol-1-yl)pentan-2-ol ClC1=CC=C(OC(CC(CN2N=CN=C2)(O)C2=C(C=CC=C2)C(F)(F)F)C)C=C1